FC=1C(=C(C(=CC1)F)C=1C(=CN(C1C(C1=CC=C(C=C1)O)=O)C)C(=O)O)C 4-(3,6-Difluoro-2-methylphenyl)-5-(4-hydroxybenzoyl)-1-methylpyrrole-3-carboxylic acid